1-Methyl-1,2,3,4-tetrahydro-1,6-naphthyridine CN1CCCC2=CN=CC=C12